COC1=C(C(=C(C=C1)B(O)O)OC)OC trimethoxybenzeneboronic acid